acryloylaminopyrrolidinium thiocyanate [S-]C#N.C(C=C)(=O)N[NH+]1CCCC1